2,4-dihydroxy-N-(4-(hydroxycarbamoyl)benzyl)-5-isopropyl-N-propylbenzamide OC1=C(C(=O)N(CCC)CC2=CC=C(C=C2)C(NO)=O)C=C(C(=C1)O)C(C)C